OC1C(C(C(C(C1O)O)O)O)O 1,2,3,4,5,6-hexahydroxycyclohexane